C(C)(C)(C)OC(=O)N1N=C(C2=CC=C(C=C12)[C@@H]1C[C@@]12C(N(C1=CC=C(C=C21)OC)C(=O)OC(C)(C)C)=O)NC2=C(N=NC(=C2)C(C)C)OC tert-butyl (1R,2S)-2-[1-(tert-butoxycarbonyl)-3-[(6-isopropyl-3-methoxypyridazin-4-yl)amino]indazol-6-yl]-5'-methoxy-2'-oxospiro[cyclopropane-1,3'-indole]-1'-carboxylate